pentyl (3R,6S)-6-(4-hydroxybenzyl)-3-isobutyl-8-((S)-1-(isopentylamino)-1-oxo-3-phenylpropan-2-yl)-4,7-dioxohexahydropyrazino[2,1-c][1,2,4]oxadiazine-1(6H)-carboxylate OC1=CC=C(C[C@H]2C(N(CC3N(O[C@@H](C(N32)=O)CC(C)C)C(=O)OCCCCC)[C@H](C(=O)NCCC(C)C)CC3=CC=CC=C3)=O)C=C1